(3R,4R)-1-(1-((1S)-1-(3-Chlorophenyl)ethyl)-5,6-difluoro-1H-benzimidazol-2-yl)-4-fluoro-3-piperidinamin ClC=1C=C(C=CC1)[C@H](C)N1C(=NC2=C1C=C(C(=C2)F)F)N2C[C@H]([C@@H](CC2)F)N